6-hydroxy-1-methyl-4H-3,1-benzoxazin-2-one OC=1C=CC2=C(COC(N2C)=O)C1